tert-butyl (R)-2-(6-cyano-3-(3-fluoro-4-methoxyphenyl)-8-morpholino-4-oxo-3,4-dihydroquinazolin-2-yl)pyrrolidine-1-carboxylate C(#N)C=1C=C2C(N(C(=NC2=C(C1)N1CCOCC1)[C@@H]1N(CCC1)C(=O)OC(C)(C)C)C1=CC(=C(C=C1)OC)F)=O